C(C)(CC)N1CCN(CC1)C=1C=C(C=CC1)NC1=NC=C(C(=N1)N1C=C(C2=CC=CC=C12)C(=O)N)F 1-{2-[3-(4-sec-butyl-piperazin-1-yl)-phenylamino]-5-fluoro-pyrimidin-4-yl}-1H-indole-3-carboxylic acid amide